C(C)S(=O)(=O)C1=CC=C(C=C1)[C@H](CO)NC(C1=CC=C(C=C1)N1CC(CCC1)C1=CC=C(C=C1)C(F)(F)F)=O N-((R)-1-(4-(ethylsulfonyl)phenyl)-2-hydroxyethyl)-4-(3-(4-(trifluoromethyl)phenyl)piperidin-1-yl)benzamide